NC1=NC=C(C2=C1C(=NN2C)C2=CC(=C(C=C2)NS(=O)(=O)C(F)F)O[C@@H](C)C2=CC=C(C=C2)F)C2CCN(CC2)C (S)-N-(4-(4-amino-1-methyl-7-(1-methylpiperidin-4-yl)-1H-pyrazolo[4,3-c]pyridin-3-yl)-2-(1-(4-fluorophenyl)ethoxy)phenyl)-1,1-difluoromethanesulfonamide